O=C1NC(CCC1N1C(C2=CC(=C(C=C2C1)C1CCN(CC1)CC1=CC=C(C=C1)NC(OCC1=CC=CC=C1)=O)F)=O)=O benzyl (4-((4-(2-(2,6-dioxopiperidin-3-yl)-6-fluoro-1-oxoisoindolin-5-yl)-piperidin-1-yl)methyl)phenyl)carbamate